[4,10-di-carboxymethyl-7-(2,5-dioxo-pyrrolidin-1-yloxycarbonylmethyl)-1,4,7,10-tetraaza-cyclododec-1-yl]-acetic acid C(=O)(O)CN1CCN(CCN(CCN(CC1)CC(=O)ON1C(CCC1=O)=O)CC(=O)O)CC(=O)O